OCCC1=CC(=C(C=C1)COC1=C(C=C(C=C1)C1C=2C(NC(C1)=O)=CNN2)OC)C(F)(F)F 7-(4-{[4-(2-Hydroxyethyl)-2-(trifluoromethyl)phenyl]methoxy}-3-methoxyphenyl)-2H,4H,5H,6H,7H-pyrazolo[4,3-b]pyridin-5-one